(Z)-3-(2-hydroxyethyl)-11,11-dimethyl-13-(2,6,10,14-tetramethylpentadecyl)-10,12,14-trioxa-3-aza-11-siladotriacont-23-en-1-ol OCCN(CCO)CCCCCCO[Si](OC(OCCCCCCCC\C=C/CCCCCCCC)CC(CCCC(CCCC(CCCC(C)C)C)C)C)(C)C